(5S)-2-(2-bromo-1,3-benzothiazol-5-yl)-5-methyl-piperidine BrC=1SC2=C(N1)C=C(C=C2)C2NC[C@H](CC2)C